CN(C(CC(=O)NC1=C(C=C(C=C1)S(=O)(=O)NC1=CN=CS1)F)=N)C 5-[[4-[[3-(Dimethylamino)-3-imino-propanoyl]amino]-3-fluorophenyl]sulfonylamino]thiazol